laurylthiopropionate C(CCCCCCCCCCC)OC(CC)=S